OC=1C(=NC=CC1OC)C(=O)NCC1=NOC(=N1)C1=CC=CC=C1 3-hydroxy-4-methoxy-N-((5-phenyl-1,2,4-oxadiazol-3-yl)methyl)picolinamide